N1N=CC(=C1)C#CC=1C=C(OC2=C(N=NN2)C(=O)O)C=CC1 5-(3-(2-(1H-pyrazol-4-yl)ethynyl)phenoxy)-1H-1,2,3-triazole-4-carboxylic acid